7-((3-amino-6-(2-hydroxyphenyl)pyridazin-4-yl)ethynyl)spiro[3.5]nonane-2-one NC=1N=NC(=CC1C#CC1CCC2(CC(C2)=O)CC1)C1=C(C=CC=C1)O